(3S,4R,5R)-3,4-dihydroxy-5-(hydroxymethyl)-3-methyl-dihydrofuran-2(3H)-one O[C@@]1(C(O[C@@H]([C@H]1O)CO)=O)C